NC=1N=C(C=C2C=C(N=CC12)NC(=O)[C@H]1[C@@H](C1)C=1C=NN(C1)C)C1=C(C=CC(=C1)OC)C (1R,2R)-N-[8-amino-6-(5-methoxy-2-Methylphenyl)-2,7-naphthyridin-3-yl]-2-(1-methyl-1H-pyrazol-4-yl)cyclopropane-1-carboxamide